C(C1=CC=CC=C1)NCCCN(C)CCCNCC1=CC=CC=C1 N-benzyl-N'-[3-(benzylamino)propyl]-N'-methyl-propane-1,3-diamine